(1R)-N-(4-chlorophenyl)-6-(6-fluoro-7-methylquinolin-4-yl)-spiro[2.5]octane-1-carboxamide ClC1=CC=C(C=C1)NC(=O)[C@@H]1CC12CCC(CC2)C2=CC=NC1=CC(=C(C=C21)F)C